IC(C(=O)OC)CCCCCC\C=C/C\C=C/CCCCC methyl iodolinoleate